2-[9-(pyridin-2-yl)-6-oxaspiro[4.5]decane-9-yl]-1-(7-(trifluoromethyl)-3,4-dihydroisoquinoline-2(1H)-yl)ethan-1-one N1=C(C=CC=C1)C1(CCOC2(CCCC2)C1)CC(=O)N1CC2=CC(=CC=C2CC1)C(F)(F)F